CN1N=NC2=C1C=CC(=C2C)C(C(C(=O)O)(C)C)C2=CC(=C(C=C2)C)CN2C[C@H](OC=1C=NC=3C=CC=CC3C1C2)CC 3-(1,4-dimethyl-1H-benzo[d][1,2,3]triazol-5-yl)-3-(3-(((R)-4-ethyl-3,4-dihydro-[1,4]oxazepino[7,6-c]quinolin-2(1H)-yl)methyl)-4-methylphenyl)-2,2-dimethylpropanoic acid